C1(=CC=CC=C1)C=1C2=CC=C(N2)C(=C2C=CC(C(=C3C=CC(=C(C=4C=CC1N4)C4=CC=CC=C4)N3)C3=CC=CC=C3)=N2)C2=CC=CC=C2 5,10,15,20-tetraphenyl-porphyrin